COC1=CC=C(CN(C2=NC3=CC=C(C=C3C(=C2)C(=O)N)C(=O)N(CC2=NC=C(C=C2)C(F)(F)F)C(C)C2=NC=CC=N2)CC2=CC=C(C=C2)OC)C=C1 2-(bis(4-methoxybenzyl)amino)-N6-(1-(pyrimidin-2-yl)ethyl)-N6-((5-(trifluoromethyl)pyridin-2-yl)methyl)quinoline-4,6-dicarboxamide